C(C1=COC=CO1)(=O)O 3,6-dioxa-benzoic acid